Cl.N1[C@@H](CCCC1)C(=O)O L-pipecolic acid hydrochloride